[Ru](Cl)Cl.C(=O)(O)C1=CC(=NC=C1)C1=NC=CC(=C1)C(=O)O.C(=O)(O)C1=CC(=NC=C1)C1=NC=CC(=C1)C(=O)O.C(=O)(O)C1=CC(=NC=C1)C1=NC=CC(=C1)C(=O)O tris(4,4'-dicarboxy-bipyridine) ruthenium dichloride